3-((R)-3-aminopiperidin-1-yl)-5-((4-(1-((1-(2-(2,6-dioxopiperidin-3-yl)-1,3-dioxoisoindoline-5-yl)pyrrolidin-3-yl)methyl)piperidin-4-yl)phenyl)amino)-1,2,4-triazine-6-Formamide N[C@H]1CN(CCC1)C=1N=NC(=C(N1)NC1=CC=C(C=C1)C1CCN(CC1)CC1CN(CC1)C=1C=C2C(N(C(C2=CC1)=O)C1C(NC(CC1)=O)=O)=O)C(=O)N